3-(2-((R)-2-(benzyloxy)propanoyl)isoindolin-5-yl)-3-methyloxirane-2-carbaldehyde C(C1=CC=CC=C1)O[C@@H](C(=O)N1CC2=CC=C(C=C2C1)C1(C(O1)C=O)C)C